C(CCCCC)[Si](OCCCCC)(OCCCCC)OCCCCC n-hexyltri(n-pentoxy)silane